C1(CC1)C1OC2=C(C1N)C=CC(=C2)C(F)(F)F cyclopropyl-6-(trifluoromethyl)-2,3-dihydrobenzofuran-3-amine